Cl.FC=1C=C2C(=CNC2=CC1)NC1=NC2=C(N1NC)C=CC(=C2)C(F)(F)F N2-(5-fluoro-1H-indol-3-yl)-N1-methyl-5-(trifluoromethyl)-1H-benzo[d]imidazole-1,2-diamine hydrochloride